2-(4-(6-((4-Chloro-2-fluorophenoxy)methyl)pyridin-2-yl)-2-nitrobenzyl)-1-(2-methoxyethyl)-1H-benzo[d]imidazol ClC1=CC(=C(OCC2=CC=CC(=N2)C2=CC(=C(CC3=NC4=C(N3CCOC)C=CC=C4)C=C2)[N+](=O)[O-])C=C1)F